butyl 3-(2-((1-aminocyclohexyl)methoxy)-7-(8-chloronaphthalen-1-yl)-8-fluoropyrido[4,3-d]pyrimidin-4-yl)-3,8-diazabicyclo[3.2.1]octane-8-carboxylate NC1(CCCCC1)COC=1N=C(C2=C(N1)C(=C(N=C2)C2=CC=CC1=CC=CC(=C21)Cl)F)N2CC1CCC(C2)N1C(=O)OCCCC